acetoacetylammonium iodide [I-].C(CC(=O)C)(=O)[NH3+]